(S)-2-(((tetrahydrofuran-3-yl)oxy)methyl)-6-vinylquinoline O1C[C@H](CC1)OCC1=NC2=CC=C(C=C2C=C1)C=C